5-bromo-2-((1-(tert-butoxycarbonyl)azetidin-3-yl)methyl)-2H-indazole-3-carboxylic acid methyl ester COC(=O)C=1N(N=C2C=CC(=CC12)Br)CC1CN(C1)C(=O)OC(C)(C)C